C(C)S1C(=NC(=C1C(=O)O)C)NC1=NC(=CC(=N1)NCC1=CC=C(C=C1)S(N)(=O)=O)CC(NCC1=CC=C(C=C1)S(N)(=O)=O)=O ethyl-2-[[4-(4-sulfamoylbenzylamino)-6-[(4-sulfamoylbenzylcarbamoyl)methyl]-2-pyrimidinyl]amino]-4-methyl-5-thiazolecarboxylic acid